CC1(C)CCCC(C)=C1\C=C/C(/C)=C/C=C/C(/C)=C/C=C/C=C(\C)/C=C/C=C(\C)/C=C/C1=C(C)CCCC1(C)C z-beta-carotene